CC1=CC(=NC(=N1)C1=CC=CC=C1)C(=O)[O-] 6-methyl-2-phenylpyrimidine-4-carboxylate